NC1=CC=C(C=C1)N1CCN(CC1)CC1CC2(C1)CCN(CC2)C(=O)OC(C)(C)C tert-butyl 2-((4-(4-aminophenyl) piperazin-1-yl) methyl)-7-azaspiro[3.5]nonane-7-carboxylate